Selenium-copper [Cu].[Se]